3-(2,5-difluorobenzoyl)-1-methylpyridin-2(1H)-one FC1=C(C(=O)C=2C(N(C=CC2)C)=O)C=C(C=C1)F